4-[4-(4-hydroxybutyloxy)benzoyl]cinnamic acid tertiary butyl ester C(C)(C)(C)OC(C=CC1=CC=C(C=C1)C(C1=CC=C(C=C1)OCCCCO)=O)=O